sodium p-hydroxybenzoate HBr Br.OC1=CC=C(C(=O)[O-])C=C1.[Na+]